1-(3-((5-bromo-2-((2-ethyl-4-((1R,5S)-8-methyl-3,8-diazabicyclo[3.2.1]octan-3-yl)phenyl)amino)pyrimidin-4-yl)amino)propyl)pyrrolidin-2-one BrC=1C(=NC(=NC1)NC1=C(C=C(C=C1)N1C[C@H]2CC[C@@H](C1)N2C)CC)NCCCN2C(CCC2)=O